BrC=1C(=C(SC1)C)C 4-bromo-2,3-dimethylthiophene